NC1=CC(=C2NC(CCCCC(C(C3=NN=C(C1=N2)O3)(O)C(F)(F)F)O)(C)C)C(F)(F)F 17-amino-12,12-dimethyl-6,15-bis(trifluoromethyl)-19-oxa-3,4,13,18-tetraazatricyclo[12.3.1.12,5]nonadeca-1(18),2,4,14,16-penta-ene-6,7-diol